BrC1=C2C=NN(C2=CC(=C1)OC)C 4-bromo-6-methoxy-1-methyl-indazole